4-((4-(((trifluoromethyl)thio)methyl)benzyl)thio)benzamide FC(SCC1=CC=C(CSC2=CC=C(C(=O)N)C=C2)C=C1)(F)F